4-chloro-3',5',6'-triphenyl-1,1':2',1''-terphenyl ClC1=CC=C(C=C1)C=1C(=C(C=C(C1C1=CC=CC=C1)C1=CC=CC=C1)C1=CC=CC=C1)C1=CC=CC=C1